3-{[1-(6-nitropyridin-3-yl)piperidin-4-yl]oxy}propan-1-ol [N+](=O)([O-])C1=CC=C(C=N1)N1CCC(CC1)OCCCO